C1C[C@H]2C[C@@H]1[C@H]3[C@@H]2C(=O)N(C3=O)CCCC[NH+]4CCN(CC4)C5=NC=CC=N5 The molecule is an ammonium ion resulting from the addition of a proton to the piperazine nitrogen which is attached to the alkyl chain. The major species at pH 7.3. It is a conjugate acid of a tandospirone.